C(CCCCCCCCCCCCCCCCC)CC(C[N+]1=CC2=CC=CC=C2CC1)OS(=O)(=O)O 3,4-dihydro-2-[3-(octadecyl)-2-(sulfooxy)propyl]isoquinolinium